(2S,4R)-2-chloro-4-hydroxy-2'-methyl-spiro[5,6-dihydro-4H-benzothiophene-7,4'-piperidine]-1'-carboxylic acid tert-butyl ester C(C)(C)(C)OC(=O)N1C(CC2(CC1)CC[C@H](C=1C=C(SC12)Cl)O)C